COC1C(C2(C(O1)C(CC2)O)O)O 2-methoxyhexahydro-3aH-cyclopenta[b]furan-3,3a,6-triol